3-(7-(((3R,4S)-3-fluoro-1-methylpiperidin-4-yl)amino)-3-(1H-pyrrol-1-yl)benzofuran-2-yl)prop-2-yn F[C@@H]1CN(CC[C@@H]1NC1=CC=CC=2C(=C(OC21)C#CC)N2C=CC=C2)C